2-(morpholin-4-yl)-4-(3-oxa-8-azabicyclo[3.2.1]oct-8-yl)-8-[1-(tetrahydro-2H-pyran-2-yl)-1H-pyrazol-5-yl]-1,7-naphthyridine N1(CCOCC1)C1=NC2=C(N=CC=C2C(=C1)N1C2COCC1CC2)C2=CC=NN2C2OCCCC2